(S)-2-(4-(7-(8-chloronaphthalen-1-yl)-2-((1-morpholinylcyclopropyl)methoxy)-5,6,7,8-tetrahydropyrido[3,4-d]pyrimidin-4-yl)piperazin-2-yl)acetonitrile ClC=1C=CC=C2C=CC=C(C12)N1CC=2N=C(N=C(C2CC1)N1C[C@@H](NCC1)CC#N)OCC1(CC1)N1CCOCC1